FC1(CC2(C1)C[C@@H](N(CC2)CC2=C1C=CNC1=C(C=C2OC)C)C2=CC=C(C(=O)NC1CC3(CC(C3)C(=O)O)C1)C=C2)F 6-(4-((R)-2,2-difluoro-7-((5-methoxy-7-methyl-1H-indol-4-yl)methyl)-7-azaspiro[3.5]nonan-6-yl)benzamido)spiro[3.3]heptane-2-carboxylic acid